C(#N)C(C)(C)C=1C=C(C(=NC1)C(=O)OC)S(=O)(=O)CC methyl 5-(1-cyano-1-methyl-ethyl)-3-ethylsulfonyl-pyridine-2-carboxylate